CN([C@H](CNC(=O)[C@H]1[C@](C1)(C1=CC=CC=C1)C)CC=1C=C2C=NNC2=CC1)C (1R,2S)-N-((S)-2-(dimethylamino)-3-(1H-indazol-5-yl)propyl)-2-methyl-2-phenylcyclopropane-1-carboxamide